N=1C=CN2N=C(C=CC21)C2=CNC=1N=C(N=CC12)N[C@@H](C(F)(F)F)C (R)-5-(imidazo[1,2-b]pyridazin-6-yl)-N-(1,1,1-trifluoropropan-2-yl)-7H-pyrrolo[2,3-d]pyrimidin-2-amine